trans-N-(4-{[6-(5-chloro-2-fluorophenyl)-3-(dimethylamino)pyridazin-4-yl]amino}pyridin-2-yl)-3-(4-methylpiperazin-1-yl)cyclobutane-1-carboxamide ClC=1C=CC(=C(C1)C1=CC(=C(N=N1)N(C)C)NC1=CC(=NC=C1)NC(=O)[C@@H]1C[C@H](C1)N1CCN(CC1)C)F